COCCOC(=S)S methoxyethyl-xanthic acid